4-hydroxyanthraquinone OC1=CC=CC=2C(C3=CC=CC=C3C(C12)=O)=O